C(C)C1=NN2C(N(C3=C(C2=O)CN(C3=O)[C@H](COC)C)CC(=O)OCC)=C1 ethyl {2-ethyl-6-[(2S)-1-methoxypropan-2-yl]-5,8-dioxo-5,6,7,8-tetrahydro-4H-pyrazolo[1,5-a]pyrrolo[3,4-d]pyrimidin-4-yl}acetate